α-sulfonylacetophenone S(=O)(=O)=CC(=O)C1=CC=CC=C1